3-(2-((4-aminobicyclo[2.2.1]heptan-1-yl)amino)-1,1-difluoro-2-oxoethyl)-4-fluoro-N-(4-fluoro-3-methylphenyl)benzamide NC12CCC(CC1)(C2)NC(C(F)(F)C=2C=C(C(=O)NC1=CC(=C(C=C1)F)C)C=CC2F)=O